N(=O)N1CN(CN(CN(C1)[N+](=O)[O-])[N+](=O)[O-])[N+](=O)[O-] 1-nitroso-3,5,7-trinitro-1,3,5,7-tetraazacyclooctane